C1(CC1)C=1C=C(C(N(C1)[C@H]1[C@@H](CC1)O)=O)NC=1N(C=2C(=NC=C(C2OC)OC=2C=NN3C2C=NC=C3)N1)C 5-cyclopropyl-1-((1R,2R)-2-hydroxycyclobutyl)-3-((7-methoxy-1-methyl-6-(pyrazolo[1,5-a]pyrazin-3-yloxy)-1H-imidazo[4,5-b]pyridin-2-yl)amino)pyridin-2(1H)-one